4-nitrophenyl (1-(3-fluoro-5-methoxyphenyl)ethyl)carbamate FC=1C=C(C=C(C1)OC)C(C)NC(OC1=CC=C(C=C1)[N+](=O)[O-])=O